3-(1-Amino-4-ethoxy-4-oxobutan-2-yl)-2-fluorobenzoic acid methyl ester COC(C1=C(C(=CC=C1)C(CN)CC(=O)OCC)F)=O